C[C@@H]1COC[C@H](N1C(CC=1C(OC2=C(C(=C(C=C2C1C)OC)O)C=O)=O)=O)C 3-(2-((3R,5R)-3,5-dimethylmorpholino)-2-oxoethyl)-7-hydroxy-6-methoxy-4-methyl-2-oxo-2H-chromen-8-carbaldehyde